2-methyl-alpha-methoxyiminophenylacetate potassium [K+].CC1=C(C=CC=C1)C(C(=O)[O-])=NOC